2-((1-(3,6-dimethyl-4-oxo-2-(((R)-2-phenylpropyl)amino)-3,4-dihydroquinazolin-8-yl)ethyl)amino)benzoic acid CN1C(=NC2=C(C=C(C=C2C1=O)C)C(C)NC1=C(C(=O)O)C=CC=C1)NC[C@H](C)C1=CC=CC=C1